6-(t-butoxycarbonylamino)hexanoic acid C(C)(C)(C)OC(=O)NCCCCCC(=O)O